(E)-5-Chloro-3-(2-ethoxyvinyl)picolinonitrile ClC=1C=C(C(=NC1)C#N)\C=C\OCC